N1=CNC(C2=C1N=CC2)=O pyrrolo[2,3-d]pyrimidin-4(5H)-one